O[C@@H]1CC[C@@]2([C@H]3C[C@@H]([C@@]4([C@H](CC[C@H]4[C@@H]3CC[C@@H]2C1)[C@@H](CCC(=O)N[C@H](C(=O)O)[C@@H](CC)C)C)C)O)C (2S,3R)-2-((R)-4-((3R,5R,8R,9S,10S,12S,13R,14S,17R)-3,12-dihydroxy-10,13-dimethyl-hexadecahydro-1H-cyclopenta[a]phenanthren-17-yl)pentanamido)-3-methylpentanoic acid